pentaerythritol (4-diazo)benzoate [N+](=[N-])=C1C(C(=O)O)C=CC=C1.C([C@H](O)[C@H](O)CO)O.C([C@H](O)[C@H](O)CO)O.C([C@H](O)[C@H](O)CO)O.C([C@H](O)[C@H](O)CO)O.C([C@H](O)[C@H](O)CO)O